(2S,4S)-N-((R)-1-(4-carbamimidoylthiophen-2-yl)ethyl)-1-((9,9-difluoro-9H-fluorene-3-carbonyl)glycyl)-4-phenylpyrrolidine-2-carboxamide C(N)(=N)C=1C=C(SC1)[C@@H](C)NC(=O)[C@H]1N(C[C@@H](C1)C1=CC=CC=C1)C(CNC(=O)C=1C=CC=2C(C3=CC=CC=C3C2C1)(F)F)=O